ClC1=CC=C(C(=N1)C(=O)NS(=O)(=O)C)N[C@H](C)C=1C=C(C=C2C(N(C(=NC12)N1[C@H]2CC(C[C@@H]1CC2)C2=NN(C=C2)C)C)=O)C 6-chloro-3-(((R)-1-(3,6-dimethyl-2-((1R,3R,5S)-3-(1-methyl-1H-pyrazol-3-yl)-8-azabicyclo[3.2.1]octan-8-yl)-4-oxo-3,4-dihydroquinazolin-8-yl)ethyl)amino)-N-(methylsulfonyl)picolinamide